C(C1=CC=CC=C1)OC1=CC(=NC=2C=CN=C(C12)C#N)C1=C(C=C(C=C1)C(C)(C)C)Cl 4-Benzyloxy-2-(4-tert-butyl-2-chloro-phenyl)-1,6-naphthyridine-5-carbonitrile